1H-imidazo[4,5-c]quinoline-7-carboxylate N1C=NC=2C=NC=3C=C(C=CC3C21)C(=O)[O-]